(2R,4S)-N2-(5-((+)-1-amino-3-cyclopropyl-1-(pyridin-4-yl)propyl)-2-fluorophenyl)-N1-(5-chloropyridin-2-yl)-4-methylpyrrolidine-1,2-dicarboxamide NC(CCC1CC1)(C1=CC=NC=C1)C=1C=CC(=C(C1)NC(=O)[C@@H]1N(C[C@H](C1)C)C(=O)NC1=NC=C(C=C1)Cl)F